2-fluorophenoxypyridine-3-carboxamide FC1=C(OC2=NC=CC=C2C(=O)N)C=CC=C1